3-bromo-N-(3-(dimethylamino)propyl)-2-methylbenzenesulfonamide BrC=1C(=C(C=CC1)S(=O)(=O)NCCCN(C)C)C